FC1(CCC(CC1)CNC=1N=CC2=C(N1)NC=C2C=2C=CC=1N(N2)C=CN1)F N-((4,4-difluorocyclohexyl)methyl)-5-(imidazo[1,2-b]pyridazin-6-yl)-7H-pyrrolo[2,3-d]pyrimidin-2-amine